ethoxy-3,5-dimethylpyrazine C(C)OC1=NC=C(N=C1C)C